N1(CCC1)C(=O)O[C@H]1[C@H]([C@H](C[C@H](C1)COC(C(C)(C)C)=O)OC(C)C)NC(C)=O (1R,2S,3S,5R)-2-acetamido-3-isopropoxy-5-((pivaloyloxy)methyl)cyclohexyl azetidine-1-carboxylate